C12COCC(CC1)N2C=2OC1=C(N2)C=CC(=C1)[N+](=O)[O-] 2-(3-oxa-8-azabicyclo[3.2.1]octan-8-yl)-6-nitrobenzo[d]oxazole